C(CCC)OC=1C(=C(C=CC1)B(O)O)Cl 3-BUTOXY-2-CHLOROPHENYLBORONIC ACID